C1=CC=C(C(=C1)C=O)O The molecule is a hydroxybenzaldehyde carrying a hydroxy substituent at position 2. It has a role as a nematicide and a plant metabolite.